1-heptacosanol C(CCCCCCCCCCCCCCCCCCCCCCCCCC)O